N2-tert-butyl-N4-[(2-hydroxyphenyl)methyl]pyridine-2,4-dicarboxamide C(C)(C)(C)NC(=O)C1=NC=CC(=C1)C(=O)NCC1=C(C=CC=C1)O